[Cu+2].C(CCC)P([O-])([O-])=O butylphosphonate copper